FC=1C=C(C=CC1)N1N=C(C=C1NC(=O)C=1C=NN2C1N=CC=C2)C N-(1-(3-fluorophenyl)-3-methyl-1H-pyrazol-5-yl)pyrazolo[1,5-a]pyrimidine-3-carboxamide